C(C)(=O)[O-].C(C)(=O)O.B(O)(O)O.[Li+] lithium borate diacetate